ClC=1C(=C(C(=CC1)N1N=NC(=C1)Cl)C1=NC=NC(=C1)OC)F 4-(3-chloro-6-(4-chloro-1H-1,2,3-triazol-1-yl)2-fluorophenyl)-6-methoxypyrimidine